C(CCCCCCCC(C)C)OC(=O)C1CC(CCC1)C(=O)OCCCCCCCCC(C)C cyclohexane-1,3-dicarboxylic acid diisoundecyl ester